[5-(2-chloro-3-fluoro-phenyl)-3-((S)-2-methanesulfonyl-1-methyl-ethyl)-2,4-dioxo-3,4-dihydro-2H-pyrimidin-1-yl]-acetic acid ClC1=C(C=CC=C1F)C=1C(N(C(N(C1)CC(=O)O)=O)[C@H](CS(=O)(=O)C)C)=O